6-(Difluoromethyl)-3-(5-(2-(methylsulfonyl)-2,6-diazaspiro[3.5]nonan-6-yl)pyridin-3-yl)imidazo[1,2-b]pyridazine FC(C=1C=CC=2N(N1)C(=CN2)C=2C=NC=C(C2)N2CC1(CN(C1)S(=O)(=O)C)CCC2)F